[W].[Ni].[Dy] dysprosium-nickel-tungsten